Cl.ClC1=CC=C(C=C1)S(=O)(=O)[C@@H]1[C@](CNC1)(O)CO (3R,4S)-4-((4-chlorophenyl)sulfonyl)-3-(hydroxymethyl)pyrrolidin-3-ol, Hydrochloride